4-chloro-2'-hydroxy-4'-methoxy-3'-(piperazin-1-yl)methyl-chalcone ClC1=CC=C(C=C1)\C=C\C(=O)C1=C(C(=C(C=C1)OC)CN1CCNCC1)O